C1(=CCCC=C1)C[C@H](N)C(=O)O 3-(3,4-dihydrophenyl)alanine